D-Prolin N1[C@H](CCC1)C(=O)O